6-[(1-allylcyclohexyl)amino]-N'-[(2R)-2-benzyloxy-2-(trifluoromethyl)hex-5-enoyl]-3-nitro-5-(trifluoromethyl)pyridine-2-carbohydrazide C(C=C)C1(CCCCC1)NC1=C(C=C(C(=N1)C(=O)NNC([C@](CCC=C)(C(F)(F)F)OCC1=CC=CC=C1)=O)[N+](=O)[O-])C(F)(F)F